1-phenyl-4-nitro-1,3-butadiene C1(=CC=CC=C1)C=CC=C[N+](=O)[O-]